FC1=C(C=C(C=C1)N1C=2C=C3C=NNC3=NC2C=C1C(C)C)OC 10-(4-fluoro-3-methoxy-phenyl)-11-isopropyl-2,4,5,10-tetrazatricyclo[7.3.0.03,7]dodeca-1(9),2,5,7,11-pentaene